BrC1=CC(=C(S1)C(=O)N1C[C@H](CC1)NC(OC(C)(C)C)=O)OC tert-butyl (S)-(1-(5-bromo-3-methoxythiophene-2-carbonyl)pyrrolidin-3-yl)carbamate